(E)-3-bromoacryloyl bromide Br/C=C/C(=O)Br